C1=CC=CC2=C3C(=C4N=C5C=CC=CC5=CC4=C21)C=CC=C3 dibenzoacridine